N1=CC=NC2=CC(=CC=C12)CC=1C(=C(N=NC1)N)N1CCNC2(CC2)C1 (Quinoxalin-6-ylmethyl)-4-(4,7-diazaspiro[2.5]octan-7-yl)pyridazin-3-amine